IC(C#N)CS(=O)(=O)C1=CC=C(C)C=C1 (Z)-2-iodo-3-tosylpropionitrile